COC(C1=NC=2NCCCC2C=C1CN(C(OC(C)(C)C)=O)C)OC tertbutyl ((2-(dimethoxymethyl)-5,6,7,8-tetrahydro-1,8-naphthyridin-3-yl)methyl)(methyl)carbamate